FC(OC1=C(C=C(C=C1)[C@@H](C)NC(C1=C(C=CC(=C1)N1CCN(CC1)C)C)=O)OC)F N-[(1R)-1-[4-(difluoromethoxy)-3-methoxy-phenyl]ethyl]-2-methyl-5-(4-methylpiperazin-1-yl)benzamide